2-(4-iodo-1H-pyrazol-1-yl)-2-methyl-N-(2-(thiazol-2-yl)-4-(trifluoromethyl)phenyl)propanamide tetradecyl-acrylate C(CCCCCCCCCCCCC)OC(C=C)=O.IC=1C=NN(C1)C(C(=O)NC1=C(C=C(C=C1)C(F)(F)F)C=1SC=CN1)(C)C